N=1N(N=CC1)C1=NC=CC=N1 2-(2H-1,2,3-triazol-2-yl)pyrimidin